C(C)OC1=C(OC2CN(CCC2)C2=CN=CC(=N2)NC2=NN(C=C2)CC(=O)O)C=CC=C1 2-(3-((6-(3-(2-ethoxyphenoxy)piperidin-1-yl)pyrazin-2-yl)amino)-1H-pyrazol-1-yl)acetic acid